(4aR,8aS)-6-[3-[4-[5-(2,2-dimethylpropyl)-1,2,4-oxadiazol-3-yl]phenyl]azetidine-1-carbonyl]-4,4a,5,7,8,8a-hexahydropyrido[4,3-b][1,4]oxazin-3-one CC(CC1=NC(=NO1)C1=CC=C(C=C1)C1CN(C1)C(=O)N1C[C@@H]2[C@@H](OCC(N2)=O)CC1)(C)C